ClC1=CC=C(C=C1)C(C(N1CCC2=CC=C(C=C12)OC(F)(F)F)=O)NC=1C=C(OCCCCC(=O)O)C=C(C1)OC 5-(3-((1-(4-chlorophenyl)-2-oxo-2-(6-(trifluoromethoxy)-indolin-1-yl)ethyl)amino)-5-methoxyphenoxy)pentanoic acid